(-)-7-Fluoro-4-((5-(5-fluoro-3-hydroxy-3-methyl-2-oxoindolin-1-yl)pyridin-3-yl)methyl)phthalazin-1(2H)-on FC1=CC=C2C(=NNC(C2=C1)=O)CC=1C=NC=C(C1)N1C(C(C2=CC(=CC=C12)F)(C)O)=O